benzyl N-{[5-(4-{[(3S,4R)-3-fluoropiperidin-4-yl]amino}-1-(2,2,2-trifluoroethyl)-1H-indol-2-yl)-1,3,4-thiadiazol-2-yl]methyl}carbamate F[C@H]1CNCC[C@H]1NC1=C2C=C(N(C2=CC=C1)CC(F)(F)F)C1=NN=C(S1)CNC(OCC1=CC=CC=C1)=O